FC([C@@H]1CN(CCC1)C1CCN(CC1)C=1SC(=CN1)C(=O)NCC1=NC=C(C=C1F)F)F 2-[(3S)-3-(difluoromethyl)[1,4'-bipiperidine]-1'-yl]-N-[(3,5-difluoropyridin-2-yl)methyl]-1,3-thiazole-5-carboxamide